3,4-dihydroxy-2,5-dimethoxytetrahydrofuran tert-butyl-(2-fluoro-4-((6-methyl-[3,4'-bipyridin]-2'-yl)oxy)phenyl)carbamate C(C)(C)(C)N(C(O)=O)C1=C(C=C(C=C1)OC1=NC=CC(=C1)C=1C=NC(=CC1)C)F.OC1C(OC(C1O)OC)OC